C[C@@H](CC)N1C(=CC=C1CCO)C(=O)NC=1C=C(C=CC1C(F)(F)F)[C@@H]1[C@@H](C1)C(=O)OCC Ethyl (1R,2S)-2-{3-[({1-[(2S)-2-butanyl]-5-(2-hydroxyethyl)-1H-pyrrol-2-yl}carbonyl)amino]-4-(trifluoromethyl)phenyl}cyclopropanecarboxylate